Butyramide hydrochloride Cl.C(CCC)(=O)N